(2S,4r)-1-[(2S)-2-(4-cyclopropyltriazol-1-yl)-3,3-dimethyl-butyryl]-N-[(3,5-dimethoxyisothiazol-4-yl)methyl]-4-hydroxy-pyrrolidine-2-carboxamide C1(CC1)C=1N=NN(C1)[C@H](C(=O)N1[C@@H](C[C@H](C1)O)C(=O)NCC=1C(=NSC1OC)OC)C(C)(C)C